2,6-bis(non-5-yl)aniline CCCCC(CCCC)C1=C(N)C(=CC=C1)C(CCCC)CCCC